O=C1NC(C2=C(N1CCC)N=CC(=C2)C(=O)NCCC(NC2=CC=NC=C2)=O)=O 1,2,3,4-tetrahydro-2,4-dioxo-N-[3-oxo-3-(4-pyridylamino)propyl]-1-propyl-pyrido[2,3-d]pyrimidine-6-carboxamide